P(=O)(O)(O)OCC1=C[C@H]([C@@H](O1)N1C=NC=2C(=O)NC(N)=NC12)O[Si](C)(C)C(C)(C)C 2'-O-(tert-Butyldimethylsilyl)-3'-deoxy-3',4'-didehydroguanosine-5'-phosphate